8-[(1R)-1-[[2-(4-Acetylpiperazin-1-yl)-6-chloro-3-pyridyl]amino]ethyl]-3,6-dimethyl-2-(3-pyridyl)chromen-4-one C(C)(=O)N1CCN(CC1)C1=NC(=CC=C1N[C@H](C)C=1C=C(C=C2C(C(=C(OC12)C=1C=NC=CC1)C)=O)C)Cl